2',2''-(propane-1,3-diylbis(oxy))bis(3-(3,6-di-tert-butyl-9H-carbazol-9-yl)-5'-fluoro-5-(2,4,4-trimethylpent-2-yl)biphenyl-2-ol) C(CCOC1=C(C=C(C=C1)F)C=1C(=C(C=C(C1)C(C)(CC(C)(C)C)C)N1C2=CC=C(C=C2C=2C=C(C=CC12)C(C)(C)C)C(C)(C)C)O)OC1(C(=CC(=CC1N1C2=CC=C(C=C2C=2C=C(C=CC12)C(C)(C)C)C(C)(C)C)C(C)(CC(C)(C)C)C)C1=CC=CC(=C1)F)O